(R)-3-chloropropane-1,2-diol ClC[C@@H](CO)O